2-(3-(2-((3,3-difluorocyclobutyl)methoxy)pyrimidin-5-yl)-6-oxopyridazin-1(6H)-yl)-N-ethylacetamide FC1(CC(C1)COC1=NC=C(C=N1)C1=NN(C(C=C1)=O)CC(=O)NCC)F